(1S,3R)-N-(5-chloro-4-(3,4-dihydro-2H-benzo[b][1,4]oxazin-8-yl)pyridin-2-yl)-3-(2-cyanoacetamido)cyclohexane-1-carboxamide ClC=1C(=CC(=NC1)NC(=O)[C@@H]1C[C@@H](CCC1)NC(CC#N)=O)C1=CC=CC2=C1OCCN2